[1,3]benzothiazole S1C=NC2=C1C=CC=C2